COC(=O)N1C(CCCC1)CO[C@@H]1CC[C@@H](CC1)C1=C(C=CC=C1)C(F)(F)F 2-(((cis-4-(2-(trifluoromethyl)phenyl)cyclohexyl)oxy)methyl)piperidine-1-carboxylic acid methyl ester